4-Benzyloxy-2-[4-chloro-6-(trifluoromethyl)-3-pyridinyl]-6-methyl-pyridine C(C1=CC=CC=C1)OC1=CC(=NC(=C1)C)C=1C=NC(=CC1Cl)C(F)(F)F